N-{2-[(1H-1,3-benzodiazol-2-yl)amino]-2-[3-(trifluoromethyl)phenyl]ethyl}-cyclobutyl-carboxamide N1C(=NC2=C1C=CC=C2)NC(CNC(=O)C2CCC2)C2=CC(=CC=C2)C(F)(F)F